FC1=CC(=C(C=C1)C1=CC(=CC=C1)C=1OC2=C(N1)C=C(C=C2C(F)(F)F)C(=O)OC)C2=NN=CN2C Methyl 2-(4'-fluoro-2'-(4-methyl-4H-1,2,4-triazol-3-yl)-[1,1'-biphenyl]-3-yl)-7-(trifluoromethyl)benzo[d]oxazole-5-carboxylate